tert-butyl N-[(3S,4R)-1-carbamoyl-4-[[4-(1-hydroxy-3,6,9,12,15-pentaoxa-octadecan-18-yl)phenyl]meth-oxy]pentan-3-yl]carbamate C(N)(=O)CC[C@@H]([C@@H](C)OCC1=CC=C(C=C1)CCCOCCOCCOCCOCCOCCO)NC(OC(C)(C)C)=O